methyl 5-(2-chlorophenyl)-3-(((4-nitrophenoxy)carbonyl)amino)thiophene-2-carboxylate ClC1=C(C=CC=C1)C1=CC(=C(S1)C(=O)OC)NC(=O)OC1=CC=C(C=C1)[N+](=O)[O-]